N(=[N+]=[N-])CCOCCOCCOCCOCCOC1=CC=C(C2=CC=CC=C12)C1=CC=C(C=C1)[C@H](CC(=O)O)NC(CNC(CCCNC1=NC=CC(=C1)C)=O)=O (S)-3-(4-(4-((14-azido-3,6,9,12-tetraoxatetradecyl)oxy)naphthalen-1-yl)phenyl)-3-(2-(4-((4-methylpyridin-2-yl)amino)butanamido)acetamido)propanoic acid